C1(=CC=C(C=C1)C(C(=O)O)=O)C.ClC1=NC=C(C(=N1)C)CN1N=NC(=C1)[N+](=O)[O-] 2-chloro-4-methyl-5-((4-nitro-1H-1,2,3-triazol-1-yl)methyl)pyrimidine p-tolylglyoxylate